CN([C@H](CNC(C[C@@H](C1(CC1)C(F)(F)F)C1=CN=C(S1)C)=O)CC1=CC=C(C=C1)O)C (S)-N-((S)-2-(dimethylamino)-3-(4-hydroxyphenyl)propyl)-3-(2-methylthiazol-5-yl)-3-(1-(trifluoromethyl)cyclopropyl)propanamide